C(C)(=O)N1CCN(CC1)C(CCCC#CC1=C2C(N(C(=NC2=CC=C1)CN1N=C(C=2C1=NC=NC2N)C2=CC=C(C=C2)O)CC2=C(C=CC=C2)Cl)=O)=O 5-(6-(4-Acetylpiperazin-1-yl)-6-oxohex-1-yn-1-yl)-2-((4-amino-3-(4-hydroxyphenyl)-1H-pyrazolo[3,4-d]pyrimidin-1-yl)methyl)-3-(2-chlorobenzyl)quinazolin-4(3H)-one